BrC1=CC(=C(CN(C(C2=CN=C(C=C2)C(F)(F)F)=O)C)C=C1)C N-(4-bromo-2-methylbenzyl)-N-methyl-6-(trifluoromethyl)nicotinamide